1-N'-[5-fluoro-6-[[7-methoxy-6-(2-methoxyethoxy)-1,5-naphthyridin-4-yl]oxy]pyridin-3-yl]-1-N-(4-fluorophenyl)cyclopropane-1,1-dicarboxamide FC=1C=C(C=NC1OC1=CC=NC2=CC(=C(N=C12)OCCOC)OC)NC(=O)C1(CC1)C(=O)NC1=CC=C(C=C1)F